8-(4-{4-[(3R)-3-aminopiperidin-1-yl]butanoyl}piperazin-1-yl)-9-ethyl-6,6-dimethyl-11-oxo-5H,6H,11H-benzo[b]carbazole-3-carbonitrile TFA salt OC(=O)C(F)(F)F.N[C@H]1CN(CCC1)CCCC(=O)N1CCN(CC1)C=1C(=CC2=C(C(C=3NC4=CC(=CC=C4C3C2=O)C#N)(C)C)C1)CC